4-(chloromethyl)-1H-benzo[d][1,2,3]triazole ClCC1=CC=CC=2NN=NC21